N-(4-(4-formylquinolin-2-yl)phenyl)propanamide C(=O)C1=CC(=NC2=CC=CC=C12)C1=CC=C(C=C1)NC(CC)=O